COC=1C=C(C=CC1C=1C=C2C(=NC1)NC=C2)NC(CC=2C=NC=CC2)=O N-(3-methoxy-4-(1H-pyrrolo[2,3-b]pyridin-5-yl)phenyl)-2-(pyridin-3-yl)acetamide